(5S)-5-ethyl-1-(piperidin-4-yl)pyrrolidin-2-one acetate C(C)(=O)O.C(C)[C@H]1CCC(N1C1CCNCC1)=O